P(O)(=O)(N)N.C(C)(=O)N1CC2=CC(=C(C=C2C1)NC(C)=O)N N-(2-acetyl-6-aminoisoindolin-5-yl)acetamide Phosphorodiamidate